difluoro(methyl)borane fluoride [F-].FB(C)F